[Mg+2].CC(C)(CC(C(CCC(CC(C)(C)C)C)C(=O)[O-])C)C.CC(C)(CC(C(CCC(CC(C)(C)C)C)C(=O)[O-])C)C 2,2,4,8,10,10-Hexamethylundecane-5-carboxylic acid magnesium salt